ClCC=1OC2=C(N1)C=C(C(=C2)C(=O)NC2(CC2)C2=CC=CC1=CC=CC=C21)C 2-(Chloromethyl)-5-methyl-N-(1-(naphthalen-1-yl)cyclopropyl)benzo[d]oxazole-6-carboxamide